BrC1(CNC2=CC(=CC=C12)C(F)(F)F)F 3-bromo-3-fluoro-6-(trifluoromethyl)indoline